C(#N)C1CC=C(CC1)B1OC(C)(C)C(C)(C)O1 (4-cyanocyclohex-1-en-1-yl)boronic acid pinacol ester